4-(3-(7-methoxy-1-methyl-9H-pyrido[3,4-b]indol-9-yl)propyl)piperazine-1-carboxylic acid tert-butyl ester C(C)(C)(C)OC(=O)N1CCN(CC1)CCCN1C2=C(C3=CC=C(C=C13)OC)C=CN=C2C